OC1=CC=C(C=C1)C1=NC(=NC(=N1)C1=CC=CC=C1)NC1=CC=C(C=C1)/C=C/C(=O)NCCCO (E)-3-(4-((4-(4-hydroxyphenyl)-6-phenyl-1,3,5-triazin-2-yl)amino)phenyl)-N-(3-hydroxypropyl)acrylamide